2-methoxy-4-(1H-pyrazol-4-yl)benzoic acid COC1=C(C(=O)O)C=CC(=C1)C=1C=NNC1